C(#N)C(CS(=O)(=O)N)=C(C)NC=1C=NC(=CC1C)CC(C)C 2-cyano-3-((6-isobutyl-4-methylpyridin-3-yl)amino)but-2-ene-sulfonamide